ClC1=C(C(=CC=C1)F)NC(C1=C(C=C(C(=C1)F)C=1N=C(N(C1)C1CC1)C(C)(C)O)O[C@H](C(F)(F)F)C)=O (S)-N-(2-Chloro-6-fluorophenyl)-4-(1-cyclopropyl-2-(2-hydroxypropan-2-yl)-1H-imidazol-4-yl)-5-fluoro-2-((1,1,1-trifluoropropan-2-yl)oxy)benzamide